C(C)(C)(C)OC(CC[C@@H](C(=O)N)N1C(C2=CC=C(C=C2C1)C=C)=O)=O (4S)-5-amino-5-oxo-4-(1-oxo-5-vinyl-isoindolin-2-yl)pentanoic acid tert-butyl ester